N-(6-((4,4-difluorocyclohexyl)oxy)pyridin-3-yl)-4-(1-methyl-1H-imidazol-5-yl)pyrimidine-2-carboxamide FC1(CCC(CC1)OC1=CC=C(C=N1)NC(=O)C1=NC=CC(=N1)C1=CN=CN1C)F